NCCC=1C=NC(=NC1)C1=C(C=C(C#N)C=C1)OC1=CC(=NC(=C1)C)N1CC(C1)F 4-[5-(2-aminoethyl)pyrimidin-2-yl]-3-[2-(3-fluoroazetidin-1-yl)-6-methylpyridin-4-yl]oxybenzonitrile